6-[5-chloro-2-methoxy-4-(oxan-2-yloxymethyl)phenyl]-N-[(2,4-dimethoxyphenyl)methyl]-4-methylphthalazin-1-amine ClC=1C(=CC(=C(C1)C=1C=C2C(=NN=C(C2=CC1)NCC1=C(C=C(C=C1)OC)OC)C)OC)COC1OCCCC1